OC1=C(C=C(C=C1)[N+](=O)[O-])C(C(=O)C1=CC=CC=C1)C(C)=O 2-(2-hydroxy-5-nitrophenyl)-1-phenylbutane-1,3-dione